Cl.FC=1C=C2C(C=CN(C2=CC1F)C(C)C)=O 6,7-difluoro-1-(prop-2-yl)-1,4-dihydroquinolin-4-one hydrochloride